C(C)(=O)N1CC2(CN(C2)C(=O)OC(C)(C)C)[C@@H](C1)C(=O)OCC1=CC=CC=C1 8-benzyl 2-(tert-butyl) (S)-6-acetyl-2,6-diazaspiro[3.4]octane-2,8-dicarboxylate